C1=CC(=C(C=C1N)O)C(=O)O.C1=CC(=C(C=C1N)O)C(=O)O isonicotinic acid hydrazide p-aminosalicylate salt